(S)-2-(2-chloro-4-(5-fluoro-6-((5-(trifluoromethyl)thiazol-2-yl)methoxy)pyridin-2-yl)-5-methylbenzyl)-1-(oxetan-2-ylmethyl)-1H-benzo[d]imidazole-6-carboxylic acid ClC1=C(CC2=NC3=C(N2C[C@H]2OCC2)C=C(C=C3)C(=O)O)C=C(C(=C1)C1=NC(=C(C=C1)F)OCC=1SC(=CN1)C(F)(F)F)C